N-Acrylpyrrolidine C(=O)(C=C)N1CCCC1